OC1=C(C=CC2=C1C[C@H]1CCCN([C@@H]1C2)CCC)O[C@@H]2O[C@@H]([C@H]([C@@H]([C@H]2O)O)O)CO (2S,3R,4S,5S,6R)-2-(((4aR,10aR)-6-hydroxy-1-propyl-1,2,3,4,4a,5,10,10a-octahydrobenzo[g]quinolin-7-yl)oxy)-6-(hydroxymethyl)tetrahydro-2H-pyran-3,4,5-triol